6-((6-Fluoropyridin-2-yl)amino)-N-methoxy-4-((2-(N-methylmethanesulfonamido)-4-(trifluoromethyl)phenyl)amino)nicotinamide FC1=CC=CC(=N1)NC1=NC=C(C(=O)NOC)C(=C1)NC1=C(C=C(C=C1)C(F)(F)F)N(S(=O)(=O)C)C